FC(C1=NN=C(S1)N1C(N(C2=C1C=C(C=C2N2C[C@@H](N(CC2)C(C(C)C)=O)C)S(=O)(=O)NC2(COC2)C)C)=O)F 1-[5-(difluoromethyl)-1,3,4-thiadiazol-2-yl]-4-[(S)-4-isobutyryl-3-methyl-1-piperazinyl]-3-methyl-6-(3-methyl-3-oxetanylaminosulfonyl)-1,3-dihydro-2H-1,3-benzimidazol-2-one